(1R,4R)-4-ethylcyclohexane-1-carboxylic acid C(C)C1CCC(CC1)C(=O)O